C1(=CC=CC=C1)C1=CC=NC(=C1C=O)N1CC2(COC2)C1 4-phenyl-2-(2-oxa-6-azaspiro[3.3]heptan-6-yl)nicotinaldehyde